(R)-N-(3-(5-chloro-2-methoxyphenyl)-1-(2-(3-hydroxypyrrolidin-1-yl)ethyl)-1H-pyrazol-4-yl)pyrazolo[1,5-a]pyrimidine-3-carboxamide ClC=1C=CC(=C(C1)C1=NN(C=C1NC(=O)C=1C=NN2C1N=CC=C2)CCN2C[C@@H](CC2)O)OC